1-(6-(3-bromo-2-chlorophenyl)-2-methoxypyridin-3-yl)ethan-1-one BrC=1C(=C(C=CC1)C1=CC=C(C(=N1)OC)C(C)=O)Cl